C(O)([O-])=O.[Ba+2].C(O)([O-])=O Barium hydrogencarbonat